(4-(4-Methylazetidin-3-yl)piperazin-1-yl)-N-(4-phenylbut-3-yn-1-yl)-1H-benzo[d]imidazole-1-carboxamide CC1C(CN1)N1CCN(CC1)C1=NC2=C(N1C(=O)NCCC#CC1=CC=CC=C1)C=CC=C2